2-[(2S)-2-aminopropyl]-5-chloro-3-methyl-N-[(thiophen-2-yl)methyl]thieno[3,2-b]pyridin-7-amine dihydrochloride Cl.Cl.N[C@H](CC1=C(C2=NC(=CC(=C2S1)NCC=1SC=CC1)Cl)C)C